tert-butyl 2-(5-(2-fluoropyridin-4-yl)-2,3-dihydro-1H-inden-4-yl)-acetate FC1=NC=CC(=C1)C=1C(=C2CCCC2=CC1)CC(=O)OC(C)(C)C